1-(5-(2-methylpyrimidin-5-yl)-1H-thieno[3,2-c]pyrazol-1-yl)ethan-1-one CC1=NC=C(C=N1)C1=CC=2N(N=CC2S1)C(C)=O